6-bromo-3-methyl-2,3-dihydrobenzo[d]isothiazole 1,1-dioxide BrC1=CC2=C(C(NS2(=O)=O)C)C=C1